3-(5-(6-fluoroindoline-1-carbonyl)-1-oxoisoindolin-2-yl)piperidine-2,6-dione FC1=CC=C2CCN(C2=C1)C(=O)C=1C=C2CN(C(C2=CC1)=O)C1C(NC(CC1)=O)=O